C1CC(=O)N(C1=O)OC(=O)C(F)(F)F N-succinimidyl trifluoroacetate